4-(5-fluoro-2-isocyanato-3-methyl-phenyl)-2-methoxy-pyridine FC=1C=C(C(=C(C1)C1=CC(=NC=C1)OC)N=C=O)C